C(C)(C)(C)OC(=O)NCC1CN(CC1)C1=NC(=NC=C1C=1CN(CC1)C(=O)OC(C)(C)C)Cl tert-butyl 3-[4-[3-[(tert-butoxycarbonylamino) methyl] pyrrolidin-1-yl]-2-chloro-pyrimidin-5-yl]-2,5-dihydropyrrole-1-carboxylate